ClC1=C(C#N)C=CC(=C1)N1CC2(C[C@H]1C)CCN(CC2)C=2N=NC(=CC2)C(=O)N2CC(C2)CN2CCN(CC2)C2=CC(=CC=C2)N[C@H]2C(NC(CC2)=O)=O 2-Chloro-4-((R)-8-(6-(3-((4-(3-(((R)-2,6-dioxopiperidin-3-yl)amino)phenyl)piperazin-1-yl)methyl)azetidine-1-carbonyl)pyridazin-3-yl)-3-methyl-2,8-diazaspiro[4.5]decan-2-yl)benzonitrile